C12CN(CC(CC1)N2)C2=NC=C(C(=N2)NC=2C=C1C=NNC1=CC2)Cl N-(2-(3,8-diazabicyclo[3.2.1]oct-3-yl)-5-chloropyrimidin-4-yl)-1H-indazol-5-amine